ClC1=C(C(=CC=C1)OC)C(C(=O)O)(C)C 2-(2-chloro-6-methoxyphenyl)-2-methylpropanoic acid